BrC=1C(=C2C(=CC1)CNCC21CC1)Cl 6-bromo-5-chlorospiro[2,3-dihydroisoquinoline-4,1'-cyclopropane]